2-((2-hydroxyethyl)amino)-4-(3-(2-oxopyrrolidin-1-yl)phenyl)-5,7-dihydro-6H-pyrrolo[3,4-d]pyrimidine-6-carbonitrile OCCNC=1N=C(C2=C(N1)CN(C2)C#N)C2=CC(=CC=C2)N2C(CCC2)=O